FC1=CC=C(C=C2C(N(C(S2)=NN=C2C(NC3=CC=C(C=C23)C)=O)C2=CC=C(C=C2)CCCC)=O)C=C1 3-(2-(5-(4-fluorobenzylidene)-3-(4-n-butylphenyl)-4-oxothiazolidin-2-ylidene)hydrazono)-5-methyl-1H-indol-2-one